3-((2-(3-chloro-1-(difluoromethyl)-1H-pyrazol-4-yl)pyrimidin-4-yl)amino)-5-isopropylisoQuinoline ClC1=NN(C=C1C1=NC=CC(=N1)NC=1N=CC2=CC=CC(=C2C1)C(C)C)C(F)F